Tert-butyl (2-((2,3-dihydro-1H-inden-2-yl)carbamoyl)-6-((4-(trifluoromethyl)phenyl)-amino)pyridin-4-yl)carbamate C1C(CC2=CC=CC=C12)NC(=O)C1=NC(=CC(=C1)NC(OC(C)(C)C)=O)NC1=CC=C(C=C1)C(F)(F)F